6-chloro-2-methyl-2H-indole ClC=1C=CC2=CC(N=C2C1)C